BrCC(=O)C1=CC(=C(C=C1)OCC1=CC=CC=C1)OC 2-bromo-1-(4-benzyloxy-3-methoxyphenyl)ethanone